N(=[N+]=[N-])N[C@@H](CCCCN)C(=O)O N-azidolysine